Methyl 3-(7-(2-((4-methoxyphenyl)amino)-2-oxoethoxy)naphthalen-2-yl)propanoate COC1=CC=C(C=C1)NC(COC1=CC=C2C=CC(=CC2=C1)CCC(=O)OC)=O